Tripropylammonium tetrakis(p-tolyl)borat C1(=CC=C(C=C1)[B-](C1=CC=C(C=C1)C)(C1=CC=C(C=C1)C)C1=CC=C(C=C1)C)C.C(CC)[NH+](CCC)CCC